[4-(3-amino-1H-indazol-4-yl)phenyl]-N'-(2-fluoro-5-methylphenyl)urea NC1=NNC2=CC=CC(=C12)C1=CC=C(C=C1)NC(=O)NC1=C(C=CC(=C1)C)F